C(C)OC([C@H](CC1CC1)Br)=O.O[C@@H](C(=O)NC)CN[C@@H](C)C=1C=NC(=NC1)C(F)(F)F (R)-2-hydroxy-N-methyl-3-(((S)-1-(2-(trifluoromethyl)pyrimidin-5-yl)ethyl)amino)propanamide Ethyl-(S)-2-bromo-3-cyclopropylpropanoate